S(=O)(=O)=CC(C(=O)O)CCC(=O)O [(sulfonyl)methyl]pentanedioic acid